CC1=NC(=CC=C1O[C@@H]1C[C@H](CCC1)C(=O)O)C=1C=NN(C1COC(N(C[C@@H]1COCC1)C)=O)C |&1:27| (+/-)-(1S,3S)-3-((2-methyl-6-(1-methyl-5-(((methyl((tetrahydrofuran-3-yl)methyl)carbamoyl)oxy)methyl)-1H-pyrazol-4-yl)pyridin-3-yl)oxy)cyclohexane-1-carboxylic acid